(S)-2-oxo-5-phenyl-2,3-dihydro-1H-benzo[e][1,4]diazepine O=C1CN=C(C2=C(N1)C=CC=C2)C2=CC=CC=C2